N-(6-bromo-4-methoxybenzo[d]isoxazol-3-yl)-5-ethyl-2-methoxybenzenesulfonamide BrC1=CC2=C(C(=NO2)NS(=O)(=O)C2=C(C=CC(=C2)CC)OC)C(=C1)OC